(R)-N-(1-aminopropan-2-yl)-2-fluoro-4-((3-(1-(2-fluoroethyl)-3-(trifluoromethyl)-1H-pyrazol-4-yl)imidazo[1,2-a]pyrazin-8-yl)amino)-6-methylbenzamide NC[C@@H](C)NC(C1=C(C=C(C=C1C)NC=1C=2N(C=CN1)C(=CN2)C=2C(=NN(C2)CCF)C(F)(F)F)F)=O